N1CC(CC1)C1=CC=2N(C(N1)=O)C(=CN2)C(F)(F)F 7-(pyrrolidin-3-yl)-3-(trifluoromethyl)imidazo[1,2-c]pyrimidin-5(6H)-one